FC1=CC(=CC2=C1NC([C@H](CO2)NC(=O)C2=NN1C(C=CC=C1C1CCOCC1)=N2)=O)F N-[(3S)-6,8-difluoro-4-oxo-3,5-dihydro-2H-1,5-benzoxazepin-3-yl]-5-tetrahydropyran-4-yl-[1,2,4]triazolo[1,5-a]pyridine-2-carboxamide